CN(C)C=C1CCC(C1=O)(C1=CC=NN1C)C 5-((dimethylamino)methylene)-2-methyl-2-(1-methyl-1H-pyrazol-5-yl)cyclopentan-1-one